C(O)NC(C=C)=O N-methylolAcrylamide